Cl.NC1=CC=C(C=C1O)CC 6-amino-m-ethyl-phenol hydrochloride